CCC(CC(=O)[O-])=O.C(C)(C)OC(C)C.[Al+3].CCC(CC(=O)[O-])=O.CCC(CC(=O)[O-])=O aluminum diisopropyloxide (methylacetoacetate)